(R,E)-3-(morpholin-2-yl)acrylic acid trifluoroacetate salt FC(C(=O)O)(F)F.N1C[C@H](OCC1)/C=C/C(=O)O